1-benzyl-N,4-dimethylpiperidine-3-amine dihydrochloride Cl.Cl.C(C1=CC=CC=C1)N1CC(C(CC1)C)NC